1-methyl-N-(5-(2-((3aR,5r,6aS)-2-(2,2,2-trifluoroethyl)octa-hydrocyclopenta[c]pyrrol-5-yl)ethoxy)-1H-indol-3-yl)-1H-1,2,3-triazole-4-carboxamide CN1N=NC(=C1)C(=O)NC1=CNC2=CC=C(C=C12)OCCC1C[C@@H]2[C@@H](CN(C2)CC(F)(F)F)C1